benzyl (S)-4-(7-(8-chloro-3,4-dihydroquinolin-1(2H)-yl)-2-(3-(dimethylamino)azetidin-1-yl)-5,6-dihydroquinazolin-4-yl)-2-(cyanomethyl)piperazine-1-carboxylate ClC=1C=CC=C2CCCN(C12)C=1CCC=2C(=NC(=NC2C1)N1CC(C1)N(C)C)N1C[C@@H](N(CC1)C(=O)OCC1=CC=CC=C1)CC#N